4-[3-(trifluoromethyl)phenyl]piperazin FC(C=1C=C(C=CC1)N1CCNCC1)(F)F